(2S)-1-benzyl-2-ethyl-aziridine C(C1=CC=CC=C1)N1[C@H](C1)CC